(R)-3-((S)-2-((2,5-bis(trifluoromethyl)pyrazolo[1,5-a]pyrimidin-7-yl)amino)-1-(4-fluorophenyl)ethyl)pyrrolidine-1-carboxamide FC(C1=NN2C(N=C(C=C2NC[C@H](C2=CC=C(C=C2)F)[C@@H]2CN(CC2)C(=O)N)C(F)(F)F)=C1)(F)F